ClCCCCCCCC(C(=O)OC)(C)C methyl 9-chloro-2,2-dimethylnonanoate